NCCCS(=O)(=O)[O-] homotaurate